FC(C(=O)O)(F)F.CN methanamine 2,2,2-trifluoroacetate